C(#N)C=1C=C(C=CC1)C1=NN2C(N=C(C=C2)NC(=O)N)=C1C1=CC(=NC(=C1)C)C [2-(3-cyanophenyl)-3-(2,6-dimethyl-4-pyridyl)pyrazolo[1,5-a]pyrimidin-5-yl]urea